O1COC2=C1C=CC(=C2)CC(C)NO N-[1-(2H-1,3-benzodioxol-5-yl)propan-2-yl]hydroxylamine